C(OCCCCCCCCC)OB(O)O 2-oxa-undecylboric acid